(2s,3r)-6-((tert-butoxycarbonyl) oxy)-2-methyl-3,6-dihydro-2H-pyran-3-yl acetate C(C)(=O)O[C@H]1[C@@H](OC(C=C1)OC(=O)OC(C)(C)C)C